benzyl 2-(2-(2,3-dihydro-1H-inden-2-yl)-9-hydroxy-1,8-dioxo-1,3,4,8-tetrahydro-2H-pyrazino[1,2-c]pyrimidin-6-yl)pyrrolidine-1-carboxylate C1C(CC2=CC=CC=C12)N1C(C=2N(C(=NC(C2O)=O)C2N(CCC2)C(=O)OCC2=CC=CC=C2)CC1)=O